ClC1=C(C=C(C=C1)F)C1=C(C(=C(N=N1)NC1C[C@@H]2[C@@H](CN(C2)CC2CCOCC2)C1)C#N)C 6-(2-chloro-5-fluorophenyl)-5-methyl-3-(((3aR,5s,6aS)-2-((tetrahydro-2H-pyran-4-yl)methyl)octahydrocyclopenta[c]pyrrol-5-yl)amino)pyridazine-4-carbonitrile